2-chloro-N-[4-[4-[[2-(4-chlorophenyl)-4,4-dimethylcyclohexen-1-yl]methyl]piperazin-1-yl]-2-(1H-pyrrolo[2,3-b]pyridin-5-yloxy)phenyl]sulfonyl-3-methyl-4-(methylamino)-5-nitrobenzamide ClC1=C(C(=O)NS(=O)(=O)C2=C(C=C(C=C2)N2CCN(CC2)CC2=C(CC(CC2)(C)C)C2=CC=C(C=C2)Cl)OC=2C=C3C(=NC2)NC=C3)C=C(C(=C1C)NC)[N+](=O)[O-]